tert-Butyl 4-(5-bromo-2-fluorophenyl)but-3-ynoate BrC=1C=CC(=C(C1)C#CCC(=O)OC(C)(C)C)F